N-(1-(2,6-dioxopiperidin-3-yl)-3-methyl-2-oxo-2,3-dihydro-1H-benzo[d]imidazol-4-yl)-7-(spiro[3.3]heptane-2-ylamino)heptylamide O=C1NC(CCC1N1C(N(C2=C1C=CC=C2[N-]CCCCCCCNC2CC1(C2)CCC1)C)=O)=O